C12CN(CC(CC1)N2)C2=NC(=NC1=C(C=C(C=C21)Cl)F)OC[C@@]2(C(C2)(F)F)CN(C)C 4-(3,8-diazabicyclo[3.2.1]octan-3-yl)-6-chloro-2-(((S)-1-((dimethylamino)methyl)-2,2-difluorocyclopropyl)methoxy)-8-fluoroquinazolin